4-(4-benzoyl-3-hydroxyphenoxy)butyl-(5-isocyano-2-methylphenyl)glycine C(C1=CC=CC=C1)(=O)C1=C(C=C(OCCCCN(CC(=O)O)C2=C(C=CC(=C2)[N+]#[C-])C)C=C1)O